ClC=1C=C(C=CC1OC)N(C(=O)NCC=1C=C2CN(C(C2=CC1)=O)C1C(NC(CC1)=O)=O)CC(C(=O)O)=C 2-((1-(3-chloro-4-methoxyphenyl)-3-((2-(2,6-dioxopiperidin-3-yl)-1-oxoisoindolin-5-yl)methyl)ureido)methyl)acrylic acid